5-((S)-2,2-dimethyltetrahydro-2H-pyran-4-yl)-1-((1S,2R)-2-ethynyl-1-(5-oxo-4,5-dihydro-1,2,4-oxadiazol-3-yl)cyclopropyl)-1H-indole-2-carboxylic acid CC1(OCC[C@@H](C1)C=1C=C2C=C(N(C2=CC1)[C@@]1([C@H](C1)C#C)C1=NOC(N1)=O)C(=O)O)C